CN(CCOC=1C=NC=CC1C1=C(C=2C(NCCC2N1)=O)NC1=C(C(=CC=C1)F)OC)C 2-{3-[2-(dimethylamino)ethoxy]pyridin-4-yl}-3-(3-fluoro-2-methoxyanilino)-1,5,6,7-tetrahydro-4H-pyrrolo[3,2-c]pyridin-4-one